4-Bocaminoaniline C(=O)(OC(C)(C)C)NC1=CC=C(N)C=C1